(±)-tert-butyl 5-methoxy-4-(((trans)-2-(4-(methoxycarbonyl)phenyl)-4-(sulfamoylamino)piperidin-1-yl)methyl)-7-methyl-1H-indole-1-carboxylate COC=1C(=C2C=CN(C2=C(C1)C)C(=O)OC(C)(C)C)CN1[C@H](C[C@@H](CC1)NS(N)(=O)=O)C1=CC=C(C=C1)C(=O)OC |r|